3,4-diphenylbromobenzene C1(=CC=CC=C1)C=1C=C(C=CC1C1=CC=CC=C1)Br